Cl.COC(=O)C1=CC2=NC=CC(=C2S1)Cl 7-chlorothieno[3,2-b]Pyridine-2-carboxylic acid methyl ester HCl salt